N-{(2-(2,6-dioxo(3-piperidyl))-1,3-dioxoisoindol-4-yl)methyl}-3-pyridylcarboxamide O=C1NC(CCC1N1C(C2=CC=CC(=C2C1=O)CNC(=O)C=1C=NC=CC1)=O)=O